5-[1-hydroxy-2-(2-methylthiophenylamino)ethyl]-1,3,4-oxadiazol-2(3H)-one OC(CNC1=C(C=CC=C1)SC)C1=NNC(O1)=O